OC1=C(C=CC=C1)[S+](C1=CC=CC=C1)C1=C(C=CC=C1)O bis(hydroxyphenyl)phenylsulfonium